N-(8,9-difluoro-6-oxo-1,2,3,4,5,6-hexahydrobenzo[c][1,7]naphthyridin-1-yl)-N-methyl-1H-indazole-5-carboxamide FC=1C(=CC2=C(C(NC=3CNCC(C23)N(C(=O)C=2C=C3C=NNC3=CC2)C)=O)C1)F